C(C)(C)(C)C1=CC=C(C[C@@]2(NCCC2)C(=O)O)C=C1 α-(4-tert-butyl-benzyl)-proline